N-[(1S)-1-(dicyclopropyl-methyl)-2-[[1-[[2-(2,2-difluoroethyl)pyrazol-3-yl]methyl]pyrazol-4-yl]amino]-2-oxo-ethyl]-2-isopropyl-pyrazole-3-carboxamide C1(CC1)C([C@@H](C(=O)NC=1C=NN(C1)CC=1N(N=CC1)CC(F)F)NC(=O)C=1N(N=CC1)C(C)C)C1CC1